1-((5-(4-((4-(Morpholinomethyl)phenyl)ethynyl)phenyl)isoxazol-3-yl)methyl)-1H-imidazol-2-carboxylic acid O1CCN(CC1)CC1=CC=C(C=C1)C#CC1=CC=C(C=C1)C1=CC(=NO1)CN1C(=NC=C1)C(=O)O